BrC=1C=CC(=C2C=CN(C12)COCC[Si](C)(C)C)N1C[C@H](N([C@H](C1)C)C(=O)OC(C)(C)C)C tert-butyl (2R,6S)-4-(7-bromo-1-([2-(trimethylsilyl)ethoxy]methyl)indol-4-yl)-2,6-dimethylpiperazine-1-carboxylate